ClC=1C(=CC(=C(C1)NC=1N=C(C2=C(N1)NC=C2)NC=2C(=C1N=CC=NC1=CC2)P(C)(C)=O)OC)N2CCC(CC2)N2CCN(CC2)C (6-((2-((5-chloro-2-methoxy-4-(4-(4-methylpiperazin-1-yl)piperidin-1-yl)phenyl)amino)-7H-pyrrolo[2,3-d]pyrimidin-4-yl)amino)quinoxalin-5-yl)dimethyl-phosphine oxide